The molecule is a tetracyclic diterpenoid with formula C21H26O3, originally isolated from Tripterygium wilfordii. It has a role as a plant metabolite. It is a gamma-lactone, an aromatic ether, an organic heterotetracyclic compound and a tetracyclic triterpenoid. CC(C)C1=C(C2=C(C=C1)[C@]3(CCC4=C([C@@H]3CC2)COC4=O)C)OC